(1e,4e)-5,8-dimethoxy-1,4-naphthalenedione dioxime COC1=C2/C(/C=C\C(\C2=C(C=C1)OC)=N/O)=N/O